FC=1C=C2C(=C(/C(/C2=CC1)=C/C1=CC(=CC=C1)CN(C1=CC=CC=C1)C)C)CC(=O)O 2-[(1Z)-5-fluoro-2-methyl-1-[(3-{[methyl(phenyl)amino]methyl}phenyl)-methylidene]-1H-inden-3-yl]acetic acid